CN(C1(CCC2(CN(C(N2CC2COC2)=O)CC2=CC=C(C=C2)OC)CC1)C1=CC=CC=C1)C Cis-8-dimethylamino-3-[(4-methoxyphenyl)-methyl]-1-(oxetan-3-yl-methyl)-8-phenyl-1,3-diazaspiro[4.5]decan-2-one